COC(C(C(F)(F)F)(F)C(F)(F)F)(F)F 1-methoxy-2-trifluoromethyl-1,1,2,3,3,3-hexafluoropropane